(S)-3-methyl-5-(((5-oxopyrrolidin-2-yl)methyl)amino)-8-(4-(trifluoromethyl)phenyl)pyrido[4,3-d]pyrimidin-4(3H)-one CN1C=NC2=C(C1=O)C(=NC=C2C2=CC=C(C=C2)C(F)(F)F)NC[C@H]2NC(CC2)=O